C(CCCC(=O)OC(COC(CCCCCCCCCCCCC)=O)COC(CCCCCCCCCCCCC)=O)(=O)OC[C@]1(O[C@H](C[C@@H]1O)N1C2=NC(=NC(=C2N=C1)N)F)C#C 1-[(2R,3S,5R)-5-(6-amino-2-fluoro-9H-purin-9-yl)-2-ethynyl-3-hydroxyoxolan-2-yl]methyl 5-[1,3-bis(tetradecanoyloxy) propan-2-yl] pentanedioate